dipicolinate nitrogen [N+2].N1=C(C=CC=C1)C(=O)[O-].N1=C(C=CC=C1)C(=O)[O-]